ethyl (E)-N-(4-cyano-1-(2-methoxyethyl)-1H-pyrazol-5-yl)-formimidate C(#N)C=1C=NN(C1/N=C/OCC)CCOC